tert-butyl 3-[[5-amino-7-[2-(cyclobutoxycarbonylamino)ethoxy-propyl-carbamoyl]-6H-thieno[3,2-b]azepin-2-yl]methyl]azetidine-1-carboxylate NC=1CC(=CC2=C(N1)C=C(S2)CC2CN(C2)C(=O)OC(C)(C)C)C(N(CCC)OCCNC(=O)OC2CCC2)=O